C(C)(C)(C)OC(N(C)C1CCN(CC1)C1=CC(=CC=C1)N)=O tert-butyl-N-[1-(3-aminophenyl)-4-piperidinyl]-N-methyl-carbamic acid